[1,1'-biphenyl]-2-yldicyclohexylphosphine C1(=C(C=CC=C1)P(C1CCCCC1)C1CCCCC1)C1=CC=CC=C1